FC1=C(C=CC=C1F)CC1=NN=C(S1)NC(N(C[C@H](C)O)CC)=O 3-[5-[(2,3-difluorophenyl)methyl]-1,3,4-thiadiazol-2-yl]-1-ethyl-1-[(2S)-2-hydroxypropyl]urea